2,6-diiodo-4-nitroaniline IC1=C(N)C(=CC(=C1)[N+](=O)[O-])I